N-(3-methylsulfonylphenyl)-6,7-dihydro-5H-cyclopenta[b]pyridine-3-carboxamide CS(=O)(=O)C=1C=C(C=CC1)NC(=O)C=1C=C2C(=NC1)CCC2